C(C)(=O)OC\C=C\CCC (E)-2-Hexenyl acetate